C(C=C)N(CCC1=CNC2=CC=C(C=C12)OC(CC)=O)CC propionic acid 3-(2-(allyl (ethyl) amino) ethyl)-1H-indol-5-yl ester